tert-butyl 3-methylene-1-oxa-8-azaspiro[4.5]decane-8-carboxylate C=C1COC2(C1)CCN(CC2)C(=O)OC(C)(C)C